OCCC1C[C@@H](N(CC1)C(=O)OC(C)(C)C)C (2S)-tert-Butyl 4-(2-hydroxyethyl)-2-methylpiperidine-1-carboxylate